N-(1-((3-chloro-4-fluorophenyl)amino)-5-methoxyisoquinolin-7-yl)-4-(piperidin-1-yl)butanamide ClC=1C=C(C=CC1F)NC1=NC=CC2=C(C=C(C=C12)NC(CCCN1CCCCC1)=O)OC